CC1(CN(C2=CC=C(C=C12)C)C(CCCCCCC)=O)CCN(C(C)=O)C N-(2-(3,5-dimethyl-1-octanoyl-indolin-3-yl)ethyl)-N-methylacetamide